1-(4-chlorobenzoyl)azetidin-3-yl (1-(4-(2,6-dioxopiperidin-3-yl)-3,5-difluorophenyl)azetidin-3-yl)carbamate O=C1NC(CCC1C1=C(C=C(C=C1F)N1CC(C1)NC(OC1CN(C1)C(C1=CC=C(C=C1)Cl)=O)=O)F)=O